N1-(2-(4-(5,6-dihydropyrrolo[3,4-c]pyrazol-2(4H)-yl)phenyl)quinolin-4-yl)propane-1,3-diamine N=1N(C=C2C1CNC2)C2=CC=C(C=C2)C2=NC1=CC=CC=C1C(=C2)NCCCN